C(CCSSCCC(=O)OCC(CS)S)(=O)OCC(CS)S bis(2,3-dimercaptopropyl) dithiodipropionate